(2s,4r)-1-((R)-2-(2-naphthoylamino)-3-cyclohexylpropionyl)-N-(1-amino-4-methyl-1,2-dioxohex-3-yl)-4-(piperidin-1-yl)pyrrolidine-2-carboxamide C1=C(C=CC2=CC=CC=C12)C(=O)N[C@@H](C(=O)N1[C@@H](C[C@H](C1)N1CCCCC1)C(=O)NC(C(C(=O)N)=O)C(CC)C)CC1CCCCC1